carbon (carbonate) C([O-])([O-])=O.[C+4].C([O-])([O-])=O